N-(2,4-dimethyl-1-phenylpentan-3-yl)-8-fluoro-3,4-dihydroisoquinoline CC(CC1=CC=CC=C1)C(C(C)C)N1CC2=C(C=CC=C2CC1)F